NC1=C2C(=NC=N1)N(N=C2C2=CC=1C(=NC(=CC1)C#N)N2)C(C)(C)C 2-(4-Amino-1-(tert-butyl)-1H-pyrazolo[3,4-d]pyrimidin-3-yl)-1H-pyrrolo[2,3-b]pyridine-6-carbonitrile